(1aR,5aR)-2-(2,4-Difluoro-phenyl)-1a,2,5,5a-tetrahydro-1H-2,3-diaza-cyclopropa[a]pentalene-4-carboxylic acid ((S)-3,3,3-trifluoro-1-hydroxymethyl-propyl)-amide FC(C[C@@H](CO)NC(=O)C=1C=2C[C@@H]3[C@H](C2N(N1)C1=C(C=C(C=C1)F)F)C3)(F)F